Methyl 2-[[4-[2-[(4-cyano-2-fluoro-phenyl)methoxy]-5-fluoro-pyrimidin-4-yl]-2,5-difluoro-phenyl]methyl]-3-[[(2S)-oxetan-2-yl]methyl]benzimidazole-5-carboxylate C(#N)C1=CC(=C(C=C1)COC1=NC=C(C(=N1)C1=CC(=C(C=C1F)CC=1N(C2=C(N1)C=CC(=C2)C(=O)OC)C[C@H]2OCC2)F)F)F